6-(2-cyclopropoxyethoxy)-N-(2-methylpyrimidin-5-yl)isoquinolin-1-amine C1(CC1)OCCOC=1C=C2C=CN=C(C2=CC1)NC=1C=NC(=NC1)C